N-octadecyl-2-(3-methoxy-4-tetrahydropyranyloxyphenyl)-7-methoxy-3,5-ditetrahydropyranyloxyquinolin-4-one C(CCCCCCCCCCCCCCCCC)N1C(=C(C(C2=C(C=C(C=C12)OC)OC1OCCCC1)=O)OC1OCCCC1)C1=CC(=C(C=C1)OC1OCCCC1)OC